1-(chloromethyl)-5-(difluoromethoxy)-4-oxo-3,4-dihydropyridine ClCN1CCC(C(=C1)OC(F)F)=O